(2S)-2-(4-Fluorobenzenesulfonamido)-N-[2-methyl-5-(thiomorpholine-4-sulfonyl)thiophen-3-yl]propanamide FC1=CC=C(C=C1)S(=O)(=O)N[C@H](C(=O)NC1=C(SC(=C1)S(=O)(=O)N1CCSCC1)C)C